p-t-butylphenyl ether C(C)(C)(C)C1=CC=C(C=C1)OC1=CC=C(C=C1)C(C)(C)C